The molecule is a long-chain fatty acid anion that is the conjugate base of 12-PAHSA, obtained by deprotonation of the carboxy group; major species at pH 7.3. It has a role as an anti-inflammatory agent, a hypoglycemic agent and a human metabolite. It is a conjugate base of a 12-PAHSA. CCCCCCCCCCCCCCCC(=O)OC(CCCCCC)CCCCCCCCCCC(=O)[O-]